C1OC=2C=C(C=C3CNCC(C3=O)=CC3=CC4=C(C=C3)OCO4)C=CC2O1 3,5-Bis(3,4-methylenedioxybenzylidene)piperidin-4-one